1-(5-bromo-2-nitrophenyl)-1H-pyrrole BrC=1C=CC(=C(C1)N1C=CC=C1)[N+](=O)[O-]